NC1=NC(=CC(=N1)N1CCC2(C[C@H](NC2)C(=O)O)CC1)O[C@@H](C(F)(F)F)C=1C=C(C=CC1N1N=C(C=C1)C)C1=CC(=CC=C1)C(=O)O (S)-8-(2-amino-6-((R)-1-(3'-carboxy-4-(3-methyl-1H-pyrazol-1-yl)-[1,1'-biphenyl]-3-yl)-2,2,2-trifluoroethoxy)pyrimidin-4-yl)-2,8-diazaspiro[4.5]decane-3-carboxylic acid